FC=1C=C(C=CC1OC)[C@H](CC(=O)O)N1C(C=2N(CC1)C=C(C2)CCCCC2=NC=1NCCCC1C=C2)=O (S)-3-(3-fluoro-4-methoxyphenyl)-3-(1-oxo-7-(4-(5,6,7,8-tetrahydro-1,8-naphthyridin-2-yl)butyl)-3,4-dihydropyrrolo[1,2-a]pyrazin-2(1H)-yl)propionic acid